C(C)(C)(C)OC(=O)N1C[C@H](NCC1)COC1=C2C(NC(N(C2=CC(=C1)Br)C=1C(=NC=CC1)C(C)C)=O)=O (S)-3-(((7-bromo-1-(2-isopropylpyridin-3-yl)-2,4-dioxo-1,2,3,4-tetrahydroquinazolin-5-yl)oxy)methyl)piperazine-1-carboxylic acid tert-butyl ester